CC1(OCCN(C1)C1=CC(=NC=C1)C(=O)NC=1C=CC=C2C=CC=NC12)C 4-(2,2-dimethylmorpholino)-N-(quinolin-8-yl)picolinamide